IC1=C(C=CC=C1)NS(=O)(=O)C=1C=CC2=C(C(=C(O2)C(=O)O)C)C1 5-(N-(2-iodophenyl)sulfamoyl)-3-methylbenzofuran-2-carboxylic acid